ClC=1C=CC(=C(C1)C1=NN(C=C1NC(=O)C=1C=NN2C1N=CC=C2)CC(N2CCC(CC2)=O)=O)OC(F)F pyrazolo[1,5-a]Pyrimidine-3-carboxylic acid {3-(5-chloro-2-difluoromethoxy-phenyl)-1-[2-oxo-2-(4-oxo-piperidin-1-yl)-ethyl]-1H-pyrazol-4-yl}-amide